CC(C(=O)C1=CC=CC=C1)C Methyl-1-phenyl-propan-1-one